Pyridine iron salt [Fe].N1=CC=CC=C1